Cl.Cl.CC(C(O)=N)(CCCC(O)=N)C.N[C@@H](CSSC[C@H](N)C(=O)O)C(=O)O 3,3'-dithiobis-alanine dimethyl-adipimidate dihydrochloride